C=12C3=CC=CC(=C3OC2=CC=CC1)C1=CC=C(C=C1)N(C1=CC=C(C=C1)C1=CC=CC=C1)C1=CC=C(C=C1)B1OC(C(O1)(C)C)(C)C N-(4-{8-oxatricyclo[7.4.0.02,7]trideca-1(13),2,4,6,9,11-hexaen-6-yl}phenyl)-N-[4-(4,4,5,5-tetramethyl-1,3,2-dioxaborolan-2-yl)phenyl]-[1,1'-biphenyl]-4-amine